S1CCC=CC2=C1C=C(C=C2)O 2,3-dihydro-1-benzothiepin-8-ol